[Ag].[Au].[Pd] palladium-gold-silver